COC(=O)N1CC2(CC(C2)N2C[C@H]3C([C@H]3C2)C(N(C(C)C)CC)=O)CC1 2-{(1r,5s,6r)-6-[ethyl-(propan-2-yl)carbamoyl]-3-azabicyclo[3.1.0]hex-3-yl}-6-azaspiro[3.4]octane-6-carboxylic acid methyl ester